(3S)-3-[5-[4-[[1-[4-[(1S,2S)-6-hydroxy-2-tetrahydropyran-4-yl-tetralin-1-yl]phenyl]-4-piperidyl]methyl]piperazin-1-yl]-1-oxo-isoindolin-2-yl]piperidine-2,6-dione OC=1C=C2CC[C@H]([C@H](C2=CC1)C1=CC=C(C=C1)N1CCC(CC1)CN1CCN(CC1)C=1C=C2CN(C(C2=CC1)=O)[C@@H]1C(NC(CC1)=O)=O)C1CCOCC1